5-amino-N-{4-[(3S)-3-aminopiperidin-1-yl]-1H-pyrazolo[3,4-b]pyridin-5-yl}-2-(2,6-difluorophenyl)-1,3-thiazole-4-carboxamide NC1=C(N=C(S1)C1=C(C=CC=C1F)F)C(=O)NC=1C(=C2C(=NC1)NN=C2)N2C[C@H](CCC2)N